N-{[(1r,4r)-4-{6-[4-(4-{1-[3-(2,4-dioxo-1,3-diazinan-1-yl)-4-methylbenzoyl]piperidin-4-yl}butyl)piperazin-1-yl]-2H-indazol-2-yl}cyclohexyl]methyl}-2,3,5-trifluoro-4-hydroxybenzamide O=C1N(CCC(N1)=O)C=1C=C(C(=O)N2CCC(CC2)CCCCN2CCN(CC2)C=2C=CC3=CN(N=C3C2)C2CCC(CC2)CNC(C2=C(C(=C(C(=C2)F)O)F)F)=O)C=CC1C